COC1=CC=C(C=C1)C(CC(=O)C1=CC=C(C=C1)OC)=O 1,3-bis(4-methoxyphenyl)propane-1,3-dione